C[C@H]1CN(C[C@H](N1C([2H])([2H])[2H])C)C1=C(C=C(N)C=C1)C 4-((3s,5r)-3,5-dimethyl-4-(methyl-d3)piperazin-1-yl)-3-methylaniline